FC(CNCCOC)(CCC1=NC=2NCCCC2C=C1)F 2,2-difluoro-N-(2-methoxyethyl)-4-(5,6,7,8-tetrahydro-1,8-naphthyridin-2-yl)butan-1-amine